C(C)(=O)N1C(NC(N(C1)C(C)=O)=O)=O 1,5-Diacetyl-2,4-dioxohexahydro-1,3,5-triazine